C(CCC)N1N(C(CC1=O)=O)CCCC 1,2-dibutyl-3,5-pyrazolidinedione